1-((3S,4R)-4-(3,5-difluorophenyl)-1-(2-methoxyethyl)pyrrolidin-3-yl)-3-(4-methyl-1-phenyl-3-(2,2,2-trifluoroethoxy)-1H-pyrazol-5-yl)urea FC=1C=C(C=C(C1)F)[C@H]1[C@@H](CN(C1)CCOC)NC(=O)NC1=C(C(=NN1C1=CC=CC=C1)OCC(F)(F)F)C